N-(4-(2-fluoro-4-(3-(3-fluorophenethyl)ureido)phenoxy)-7-methoxyquinazolin-6-yl)-3-methyl-2-butenamide FC1=C(OC2=NC=NC3=CC(=C(C=C23)NC(C=C(C)C)=O)OC)C=CC(=C1)NC(=O)NCCC1=CC(=CC=C1)F